(2R,4S)-N-((S)-1-(((6-amino-2-methylpyridin-3-yl)methyl)amino)-1-oxopropan-2-yl)-4-(3,5-dichlorobenzyl)pyrrolidine-2-carboxamide dihydrochloride Cl.Cl.NC1=CC=C(C(=N1)C)CNC([C@H](C)NC(=O)[C@@H]1NC[C@H](C1)CC1=CC(=CC(=C1)Cl)Cl)=O